2-Amino-4-(butylamino)-6-(4-((4-cyclohexylpiperazin-1-yl)methyl)benzyl)pyridin NC1=NC(=CC(=C1)NCCCC)CC1=CC=C(C=C1)CN1CCN(CC1)C1CCCCC1